2-methylpropan-2-enoic acid decyl ester C(CCCCCCCCC)OC(C(=C)C)=O